N2-(2-(2,2,6,6-tetramethylmorpholino)quinolin-6-yl)spiro[3.3]heptane-2,6-diamine CC1(OC(CN(C1)C1=NC2=CC=C(C=C2C=C1)NC1CC2(C1)CC(C2)N)(C)C)C